NC1=C(SC2=NC(=CC=C21)C)C(=O)N[C@H]2COC1=CC(=CC=C1C2)N2CCN(CC2)C(=O)OC(C)(C)C Tert-Butyl (R)-4-(3-(3-amino-6-methylthieno[2,3-b]pyridine-2-carboxamido)chroman-7-yl)piperazine-1-carboxylate